C1(CCCCC1)NC(=O)OC=1C=C(C=CC1)C=1C=NC=C(C(=O)OC)C1 methyl 5-(3-((cyclohexylcarbamoyl)oxy)phenyl)nicotinate